CC1=NN=NN1 5-methyl-1H-1,2,3,4-tetrazol